CC=1C=C(N=NC1N1CC=2C=C(C=NC2CC1)C1=CC=NN1C)C#N 5-methyl-6-(3-(1-methyl-1H-pyrazol-5-yl)-7,8-dihydro-1,6-naphthyridin-6(5H)-yl)pyridazine-3-carbonitrile